[Si](C)(C)(C(C)(C)C)OC1CC=C(CC1)C1=CC2=C(N=N1)N=C(S2)NC(OC(C)(C)C)=O tert-butyl (3-(4-((tert-butyldimethylsilyl)oxy)cyclohex-1-en-1-yl)thiazolo[4,5-c]pyridazin-6-yl)carbamate